ClC=1C(=C(C(=CC1)N1N=NN=C1)/C=C/C(=O)N[C@H](C(=O)NC1=CC=C(C(=O)O)C=C1)CC1=CC=C(C=C1)NC(C(C(C(F)(F)F)(F)F)(F)F)=O)F (S,E)-4-(2-(3-(3-Chloro-2-fluoro-6-(1H-tetrazol-1-yl)phenyl)acrylamido)-3-(4-(2,2,3,3,4,4,4-Heptafluorobutanamido)phenyl)propionamido)benzoic acid